C1(CC1)CN1N=NC(=C1)C(=O)O 1-(cyclopropylmethyl)-1H-1,2,3-triazole-4-carboxylic acid